5-[[3-[(4,5-dichloro-6-oxo-pyridazin-1-yl)methyl]oxetan-3-yl]methyl]-N,N,2-trimethyl-benzenesulfonamide ClC=1C=NN(C(C1Cl)=O)CC1(COC1)CC=1C=CC(=C(C1)S(=O)(=O)N(C)C)C